FC(C=1C(=CNC(C1)=O)C(=O)NC=1C(=CC(=C(C1)C=1CCN(CC1)C(=O)OC1(CCC1)C)F)N1C[C@H](N([C@H](C1)C)C)C)F (1-methylcyclobutyl) 4-[5-[[4-(difluoromethyl)-6-oxo-1H-pyridine-3-carbonyl]amino]-2-fluoro-4-[(3R-5S)-3,4,5-trimethylpiperazin-1-yl]phenyl]-3,6-dihydro-2H-pyridine-1-carboxylate